[Si](C1=CC=CC=C1)(C1=CC=CC=C1)(C(C)(C)C)OC1CC2C(C2C1)C1=CC(=NN1C(C)C)NC(OCC1=CC=CC=C1)=O benzyl (5-(3-((tert-butyldiphenylsilyl) oxy) bicyclo[3.1.0]hexan-6-yl)-1-isopropyl-1H-pyrazol-3-yl)carbamate